OC(C)(C)C=1C=C(C=CC1)B(O)O [3-(2-hydroxypropan-2-yl)phenyl]boronic acid